N-(4-(2-Amino-3-nitropyridin-4-yl)-2-chlorobenzyl)-3-(tert-butyl)-1,2,4-oxadiazole-5-carboxamide NC1=NC=CC(=C1[N+](=O)[O-])C1=CC(=C(CNC(=O)C2=NC(=NO2)C(C)(C)C)C=C1)Cl